C1C(C1)NC=1NC(=CC1)C1=CC=C(C=C1)CN1CCN(CC1)C 2-(2-cyclopropylamino)-5-[4-[(4-methylpiperazin-1-yl)methyl]phenyl]pyrrole